C(C1=CC=CC=C1)OC1=C2C(=CNC2=C(C=C1)C)CCN(CCC)CCC 2-(4-(benzyloxy)-7-methyl-1H-indol-3-yl)-N,N-dipropylethan-1-amine